N-(pyridin-2-ylmethyl)hydroxylamine Ethyl-4-amino-1-methylcyclohexanecarboxylate C(C)OC(=O)C1(CCC(CC1)N)C.N1=C(C=CC=C1)CNO